ClC1=CC=C(C=C1)N1N=C(C=C1)OCC1=C(C=CC=C1)N(C(OC)=O)OC Methyl N-[2-[[1-(4-chlorophenyl) pyrazol-3-yl] oxymethyl]phenyl]-N-methoxycarbamate